COC(=O)C1NC(C(C1C1=CC=CC=C1)(C#N)C#N)C1=CC(=CC=C1)Br 4,4-dicyano-3-phenyl-5-(3-bromophenyl)-pyrrolidine-2-carboxylic acid methyl ester